pyrrolo[2,1-f][1,2,4]triazine-7-carboxylate N=1N2C(C=NC1)=CC=C2C(=O)[O-]